(((9H-fluoren-9-yl)methoxy)carbonyl)-L-tyrosine ethyl ester C(C)OC([C@@H](NC(=O)OCC1C2=CC=CC=C2C=2C=CC=CC12)CC1=CC=C(C=C1)O)=O